5-amino-3-(4-bromophenyl)-1-(2,2,5,5-tetramethyltetrahydrofuran-3-yl)pyrazole-4-carbonitrile NC1=C(C(=NN1C1C(OC(C1)(C)C)(C)C)C1=CC=C(C=C1)Br)C#N